Cl.NC(C(=O)N1CCN(CC1)C(=O)NC1=NC(N(C=C1)C1=CC(=C(C=C1)CN1CC2C(C2C1)N)Cl)=O)(C)C 4-(2-Amino-2-methylpropanoyl)-N-(1-(4-((exo-6-amino-3-azabicyclo[3.1.0]hexan-3-yl)methyl)-3-chlorophenyl)-2-oxo-1,2-dihydropyrimidin-4-yl)piperazine-1-carboxamide Hydrochloride Salt